1-methyl-N-[2-(1-methylpyrrolidin-2-yl)-1H-imidazo[4,5-c]pyridin-6-yl]indazole-5-carboxamide CN1N=CC2=CC(=CC=C12)C(=O)NC1=CC2=C(C=N1)N=C(N2)C2N(CCC2)C